OC[C@]1(N2CCC(C1=O)(CC2)C)COC (S)-2-(hydroxymethyl)-2-(methoxymethyl)-4-methyl-quinuclidin-3-one